2-(3,5-dichloro-4-(4-hydroxy-3-(1H-pyrazol-3-yl)benzyl)phenoxy)acetamide ClC=1C=C(OCC(=O)N)C=C(C1CC1=CC(=C(C=C1)O)C1=NNC=C1)Cl